4-hydroxy-2-thiazolidine-thione OC1NC(SC1)=S